B(I)(I)I boric acid, iodide